propane-2-yl 1-{[(benzyloxy) carbonyl] amino}-3,3-dimethoxycyclobutane-1-carboxylate C(C1=CC=CC=C1)OC(=O)NC1(CC(C1)(OC)OC)C(=O)OC(C)C